N-(2-chlorophenyl)-N-methyl-2-(methyl((7-methyl-4-oxo-3,4-dihydrothieno[3,2-d]pyrimidin-2-yl)methyl)amino)acetamide ClC1=C(C=CC=C1)N(C(CN(CC=1NC(C2=C(N1)C(=CS2)C)=O)C)=O)C